N-(2-(3-(5-isopropoxypyridin-2-yl)-1,2,4-oxadiazol-5-ylamino)pyridin-3-yl)-N-methylcyclopropanecarboxamide C(C)(C)OC=1C=CC(=NC1)C1=NOC(=N1)NC1=NC=CC=C1N(C(=O)C1CC1)C